1-(4-((3-CHLORO-1H-PYRROLO[2,3-B]PYRIDIN-4-YL)OXY)-2-FLUOROPHENYL)-3-(6-((1-METHYLPIPERIDIN-4-YL)OXY)-5-(TRIFLUOROMETHYL)PYRIDIN-3-YL)UREA ClC1=CNC2=NC=CC(=C21)OC2=CC(=C(C=C2)NC(=O)NC=2C=NC(=C(C2)C(F)(F)F)OC2CCN(CC2)C)F